2-((4-(1H-pyrazol-1-yl)-1-(tetrahydro-2H-pyran-2-yl)-1H-benzo[d]imidazole-6-yl)amino)pyrimidine-5-carbonitrile N1(N=CC=C1)C1=CC(=CC=2N(C=NC21)C2OCCCC2)NC2=NC=C(C=N2)C#N